3-fluoro-5-((2'-(5-trifluoromethoxyisoindolin-2-yl)-[2,4'-bipyrimidinyl]-4-yl)ethynyl)-1H-indazole FC1=NNC2=CC=C(C=C12)C#CC1=NC(=NC=C1)C1=NC(=NC=C1)N1CC2=CC=C(C=C2C1)OC(F)(F)F